N1C=C(C2=CC=CC=C12)CC(CC1=CNC2=CC=CC=C12)=O 1,3-di(1H-indol-3-yl)propan-2-one